(1S,2R,3R,4S,5S)-8-(benzyloxy)-N-(2,4-difluorobenzyl)-3,4-dihydroxy-2,5-dimethyl-7,9-dioxo-2,3,4,5,7,9-hexahydro-1,6-methanopyrido[1,2-b][1,2,5]triazonine-10-carboxamide C(C1=CC=CC=C1)OC=1C(C(=CN2N3[C@@H]([C@H]([C@H]([C@@H](N(C(C21)=O)C3)C)O)O)C)C(=O)NCC3=C(C=C(C=C3)F)F)=O